C=1(C=2N(C=CN1)C=CC2)N2CC(CC2)NC(=O)C=2N=C(SC2)C2=CC=CC=C2 2-phenyl-thiazole-4-carboxylic acid (1-pyrrolo[1,2-a]pyrazin-1-yl-pyrrolidin-3-yl)-amide